2-(3-chlorophenyl)-3-methoxypyrazine ClC=1C=C(C=CC1)C1=NC=CN=C1OC